benzyl 1-benzyl-7-chloro-6-fluoro-1,2,3,4-tetrahydroquinoline-8-carboxylate C(C1=CC=CC=C1)N1CCCC2=CC(=C(C(=C12)C(=O)OCC1=CC=CC=C1)Cl)F